Ethyl 2-[2-[2-(2-hydroxyethoxy)ethoxy]ethoxy]acetate OCCOCCOCCOCC(=O)OCC